5-(1-(cyclopropyl(phenyl)methyl)-1H-pyrazol-4-yl)-1,3-dimethylpyridin-2(1H)-one C1(CC1)C(N1N=CC(=C1)C=1C=C(C(N(C1)C)=O)C)C1=CC=CC=C1